BrC1=CN=C(N1C[C@H]1OCC1)C=O (S)-5-bromo-1-(oxetan-2-ylmethyl)-1H-imidazole-2-carbaldehyde